C1CC12C(CNCC2)=O 6-azaspiro[2.5]octan-4-one